4-[[tert-butyl-(dimethyl)silyl]oxymethyl]pyridin-2-amine C(C)(C)(C)[Si](OCC1=CC(=NC=C1)N)(C)C